(E)-2-(((2-((3r,5r,7r)-adamantan-1-yl)benzo[d]-oxazol-6-yl)oxy)-methyl)-3-fluoro-prop-2-en-1-amine 4-methylbenzene-sulfonate CC1=CC=C(C=C1)S(=O)(=O)O.C12(CC3CC(CC(C1)C3)C2)C=2OC3=C(N2)C=CC(=C3)OC\C(\CN)=C\F